1-(3-cyanopropyl)-3-methylimidazole C(#N)CCCN1CN(C=C1)C